BrC1=CC=C(C=C1)NC(C1=C(C=CC(=C1)N1C=NN=C1)Cl)=O N-(4-bromophenyl)-2-chloro-5-(4H-1,2,4-triazol-4-yl)benzamide